Cl.N(C)CC(=O)OC(C)(C)C tert-butyl sarcosinate hydrochloride